(2S,3S)-2-(4-ethoxytriazol-1-yl)-3-methyl-pentanoic acid tert-butyl ester C(C)(C)(C)OC([C@H]([C@H](CC)C)N1N=NC(=C1)OCC)=O